CC1=CC=C2C(C=NNC2=C1)=O 7-methylcinnolin-4(1H)-one